(3aR,6aR)-1-(4-(4-Bromo-1H-imidazol-1-yl)phenyl)-4-methyloctahydropyrrolo[3,2-b]pyrrole BrC=1N=CN(C1)C1=CC=C(C=C1)N1[C@H]2[C@@H](CC1)N(CC2)C